tert-butyl (4-(4-((4-chloro-2-oxo-2,3-dihydro-1H-imidazo[4,5-c]quinolin-1-yl)methyl)phenoxy)benzyl)(methyl)carbamate ClC1=NC=2C=CC=CC2C2=C1NC(N2CC2=CC=C(OC1=CC=C(CN(C(OC(C)(C)C)=O)C)C=C1)C=C2)=O